4-[1-(3-Methoxy-1-phenylpropyl)-1H-pyrazol-4-yl]-7H-pyrrolo[2,3-d]pyrimidine trifluoroacetate FC(C(=O)O)(F)F.COCCC(C1=CC=CC=C1)N1N=CC(=C1)C=1C2=C(N=CN1)NC=C2